3-(6-fluoro-1H-indol-3-yl)-3-oxo-propionitrile FC1=CC=C2C(=CNC2=C1)C(CC#N)=O